6-bromo-3-isopropyl-3H-imidazo[4,5-c]pyridin-4-amine BrC1=CC2=C(C(=N1)N)N(C=N2)C(C)C